[1-(5-{[2-chloro-6-(trifluoromethyl)phenyl]methoxy}pyrimidin-2-yl)-1,2,3-triazol-4-yl]methanol ClC1=C(C(=CC=C1)C(F)(F)F)COC=1C=NC(=NC1)N1N=NC(=C1)CO